C1(CC1)C#C[C@@]1(NC(NC2=CC(=C(C=C12)F)CN1N=CNC1=O)=O)C(C)(F)F (S)-4-(cyclopropylethynyl)-4-(1,1-difluoroethyl)-6-fluoro-7-((5-oxo-4,5-dihydro-1H-1,2,4-triazol-1-yl)methyl)-3,4-dihydroquinazolin-2(1H)-one